ClC=1C=CC2=C(C(=NCC(N2)=O)C2=C(C=CC=C2)Cl)C1 7-chloro-5-(2-chlorophenyl)-1,3-dihydro-2H-1,4-benzodiazepine-2-one